OCC1(CCN(CC1)C(=O)OC(C)(C)C)C(C1=NN(C=C1)CC1=CC=CC=C1)O tert-butyl 4-(hydroxymethyl)-4-[oxidanyl-[1-(phenylmethyl)pyrazol-3-yl]methyl]piperidine-1-carboxylate